[4-(2,4,6-trimethylphenyl)sulfonylmorpholin-2-yl]benzothiophene-2-carboxamide CC1=C(C(=CC(=C1)C)C)S(=O)(=O)N1CC(OCC1)C1=C(SC2=C1C=CC=C2)C(=O)N